N-(2-bromo-6-nitrophenyl)acetamide CC(=O)NC1=C(C=CC=C1Br)[N+](=O)[O-]